Morpholineethanamine N1(CCOCC1)CCN